FC=1C=C(C(=O)OC)C=C(C1)F methyl 3,5-difluoro-benzoate